C(C1=CC=CC=C1)(=O)OCCCN1CCC2=CC=CC=C12 1-(3-benzoyloxypropyl)indoline